N1C(CC12CCCC2)C(=O)N azaspiro[3.4]octane-2-carboxamide